Perfluorooctylacrylate C=CC(=O)OC(C(C(C(C(C(C(C(F)(F)F)(F)F)(F)F)(F)F)(F)F)(F)F)(F)F)(F)F